The molecule is a beta-diketone that is methane in which two of the hydrogens are substituted by feruloyl groups. A natural dyestuff found in the root of Curcuma longa. It has a role as a metabolite, an anti-inflammatory agent, an antineoplastic agent, a hepatoprotective agent, a flavouring agent, a biological pigment, a nutraceutical, an antifungal agent, a dye, a lipoxygenase inhibitor, a ligand, a radical scavenger, a contraceptive drug, an EC 3.5.1.98 (histone deacetylase) inhibitor, an immunomodulator, an iron chelator, a neuroprotective agent, a food colouring, an EC 1.1.1.21 (aldehyde reductase) inhibitor, an EC 1.1.1.25 (shikimate dehydrogenase) inhibitor, an EC 1.1.1.205 (IMP dehydrogenase) inhibitor, an EC 1.6.5.2 [NAD(P)H dehydrogenase (quinone)] inhibitor, an EC 1.8.1.9 (thioredoxin reductase) inhibitor and an EC 2.7.10.2 (non-specific protein-tyrosine kinase) inhibitor. It is a polyphenol, a beta-diketone, an enone, a diarylheptanoid and an aromatic ether. It derives from a ferulic acid. COC1=C(C=CC(=C1)/C=C/C(=O)CC(=O)/C=C/C2=CC(=C(C=C2)O)OC)O